fmoc-N-Boc-L-lysine C(=O)(OCC1C2=CC=CC=C2C2=CC=CC=C12)N([C@@H](CCCCN)C(=O)O)C(=O)OC(C)(C)C